C(C)(C)(C)C=1SC(=NN1)C=1C=NN2C1N=C(C=C2)N2[C@@]1(C[C@@H]1CC2)C2=C(C=CC(=C2)F)F 2-(tert-butyl)-5-(5-((1R,5S)-1-(2,5-difluorophenyl)-2-azabicyclo[3.1.0]hexan-2-yl)pyrazolo[1,5-a]pyrimidin-3-yl)-1,3,4-thiadiazole